(S)-N-((1R,5S,8S)-3-(6-methoxypyridazin-4-yl)-3-azabicyclo[3.2.1]oct-8-yl)-8-(2,3,4-trifluorophenoxy)-5,6,7,8-tetrahydro-[1,2,4]triazolo[1,5-a]pyridin-2-amine COC1=CC(=CN=N1)N1C[C@H]2CC[C@@H](C1)C2NC2=NN1C([C@H](CCC1)OC1=C(C(=C(C=C1)F)F)F)=N2